trimethyl-trinaphthyl-cyclotrisiloxane C[Si]1(O[Si](O[Si](O1)(C1=CC=CC2=CC=CC=C12)C)(C1=CC=CC2=CC=CC=C12)C)C1=CC=CC2=CC=CC=C12